C(CCCCCCCCCCCCCCC)OCCCCCCCCCCCCCCCC palmitylether